Methyl (2S)-2-[(tert-butoxycarbonyl)(methyl)amino]-3-methylbutanoate C(C)(C)(C)OC(=O)N([C@H](C(=O)OC)C(C)C)C